2-tert-butyl-4-{[1-(6-chloropyridin-3-yl)piperidin-4-yl]amino}-5-phenylisothiazol-3(2H)-one 1,1-dioxide C(C)(C)(C)N1S(C(=C(C1=O)NC1CCN(CC1)C=1C=NC(=CC1)Cl)C1=CC=CC=C1)(=O)=O